5-[(5-bromo-4-methylpentanoyl)amino]-3,3-difluoropiperidine-1-carboxylic acid tert-butyl ester C(C)(C)(C)OC(=O)N1CC(CC(C1)NC(CCC(CBr)C)=O)(F)F